S1C(=CC=C1)S(=O)(=O)N1N=NC2=C1C=CC=C2 1-(2-thienylsulfonyl)-1H-benzotriazole